C(C1=CC=CC=C1)C(C(=O)O)(C(=O)O)OC[C@H]1O[C@H]([C@H]([C@@H]1O)F)N1C2=NC(=NC(=C2N=C1)NCC1=CC=CC=C1)Cl 2-benzyl-2-(((2R,3R,4S,5R)-5-(6-(benzylamino)-2-chloro-9H-purin-9-yl)-4-fluoro-3-hydroxytetrahydrofuran-2-yl)methoxy)malonic acid